C(CCCCCCC\C=C/CCCCCCCC)(=O)O[C@H](CO)COC(CCCCCCC\C=C/CCCCCCCC)=O |r| rac-2,3-dioleoylglycerol